[3-(4-methyl-1H-pyrazol-5-yl)azetidin-1-yl]methanone CC=1C=NNC1C1CN(C1)C=O